5-Bromo-2,2-dimethyl-2,3-dihydro-1H-inden-1-one BrC=1C=C2CC(C(C2=CC1)=O)(C)C